tert-butyl 4-(2-chloro-4-fluorophenoxy)-2-[[(4-methoxyphenyl) methyl] amino]-5h,6h,7h,8h-pyrido[3,4-d]pyrimidine-7-carboxylate ClC1=C(OC=2C3=C(N=C(N2)NCC2=CC=C(C=C2)OC)CN(CC3)C(=O)OC(C)(C)C)C=CC(=C1)F